3,5-diethyl-toluene-2,6-diamine C(C)C1=C(C(C)=C(C(=C1)CC)N)N